C(=O)[O-].OCC[N+](C)(C)C hydroxyethyl-trimethylammonium formate